(3S)-N-(3-[2-[(4R)-4-hydroxy-2-oxopyrrolidin-1-yl]-6-(morpholin-4-yl)pyridin-4-yl]-4-methylphenyl)-3-(2,2,2-trifluoroethyl)pyrrolidine-1-carboxamide O[C@@H]1CC(N(C1)C1=NC(=CC(=C1)C=1C=C(C=CC1C)NC(=O)N1C[C@@H](CC1)CC(F)(F)F)N1CCOCC1)=O